ClC1=C(C=C(C=C1C(F)(F)F)C1=NNC(O1)=O)N[C@@H](C)C1CCNCC1 5-[4-Chloro-3-{[(1S)-1-(piperidin-4-yl)ethyl]amino}-5-(trifluoromethyl)phenyl]-1,3,4-oxadiazol-2(3H)-one